(8-bromo-[1,2,4]triazolo[1,5-a]pyridin-5-yl)carbamic acid tert-butyl ester C(C)(C)(C)OC(NC1=CC=C(C=2N1N=CN2)Br)=O